FC=1C=C(C=C(C1)F)C1=NC(=C2N1C=CC(=C2C)S(=O)(=O)C)S(=O)(=O)C 3-(3,5-difluorophenyl)-8-methyl-1,7-bis(methylsulfonyl)imidazo[1,5-a]pyridine